ClC=1C=C(SC1)C1=CC(=CN1)S(=O)(=O)NC1=C(C=C(C(=C1)F)OC(F)F)F 5-(4-chlorothiophen-2-yl)-N-[4-(difluoromethoxy)-2,5-difluorophenyl]-1H-pyrrole-3-sulfonamide